NC1=CC=C(OC2=C(C=C(C=C2)C2=C(C=CC=C2)N)OC)C=C1 4-(4-aminophenoxy)-3-methoxyphenylbenzenamine